(1-methoxypropan-2-yl)-1H-benzo[d]imidazole-6-carboxylic acid COCC(C)N1C=NC2=C1C=C(C=C2)C(=O)O